CC1CC=2C=CC(=NC2NC1)CCCCO[C@H]1CN(CC1)C(C(=O)O)C1=CC=CC=C1 2-((3R)-3-(4-(6-methyl-5,6,7,8-tetrahydro-1,8-naphthyridin-2-yl)butoxy)pyrrolidin-1-yl)-2-phenylacetic acid